2-bromo-2'-fluoroacetophenone BrCC(=O)C1=C(C=CC=C1)F